(S)-4-(8-(3-aminopiperidin-1-yl)-3-(6-fluoro-1-(2-hydroxy-2-methylpropyl)-1H-benzo[d][1,2,3]triazol-5-yl)imidazo[1,2-a]pyrazin-2-yl)-2-fluorobenzonitrile N[C@@H]1CN(CCC1)C=1C=2N(C=CN1)C(=C(N2)C2=CC(=C(C#N)C=C2)F)C2=CC1=C(N(N=N1)CC(C)(C)O)C=C2F